tert-Butyl(1-(3-fluorophenyl)-1-oxopropan-2-yl)carbamate C(C)(C)(C)OC(NC(C(=O)C1=CC(=CC=C1)F)C)=O